CN1CCN(CC1)C1=CC=C(C=C1)C=1C=C2C(=NC1)C(=CO2)C2=CC=C(C=C2)CC#N 2-(4-(6-(4-(4-methylpiperazin-1-yl)phenyl)furo[3,2-b]pyridin-3-yl)phenyl)acetonitrile